CC(CCC(C)C)NC1=CC=C(C=C1)N 1,4-dimethylpentyl-p-phenylenediamine